Cl.Cl.Cl.CN(C1=CC(=CC=C1)N1CCNCC1)C N,N-dimethyl-3-piperazine-1-yl-aniline trihydrochloride